N1(CCC1)C1=NN(C(=C1)C)C1=CC=C(C#N)C=C1 4-(3-(azetidin-1-yl)-5-methyl-1H-pyrazol-1-yl)benzonitrile